(2-methyl-1H-imidazol-5-yl)pyrimidine CC=1NC(=CN1)C1=NC=CC=N1